C(N)(=N)C1=CC=C(C=C1)CSC1=C(C(=NN1C(=O)C=1SC=CC1)C1N(C(C1)=O)C(=O)N(C)C)OC 2-(5-{[(4-Carbamimidoylphenyl)methyl]sulfanyl}-4-methoxy-1-(thiophen-2-carbonyl)-1H-pyrazol-3-yl)-N,N-dimethyl-4-oxoazetidin-1-carboxamid